1-(tert-butyl)2-ethyl (S)-2-(3-((tert-butyldimethylsilyl)oxy)propyl)-3-Methylpyrrolidine-1,2-dicarboxylate [Si](C)(C)(C(C)(C)C)OCCC[C@@]1(N(CCC1C)C(=O)OCCC(C)(C)C)C(=O)[O-]